COC1(COC1)S(=O)(=O)C1=CC(=C(C(=O)O)C=C1)N1CCC2(CC2)CC1 4-((3-Methyloxyoxetan-3-yl)sulfonyl)-2-(6-azaspiro[2.5]oct-6-yl)benzoic acid